6-(morpholine-4-carbonyl)-4-(1-trityl-1H-pyrazol-4-yl)quinoline-2-carbaldehyde N1(CCOCC1)C(=O)C=1C=C2C(=CC(=NC2=CC1)C=O)C=1C=NN(C1)C(C1=CC=CC=C1)(C1=CC=CC=C1)C1=CC=CC=C1